methyl (R)-4-(4-(1-((tert-butoxycarbonyl)amino)ethyl)quinolin-2-yl)-1-methyl-1H-pyrrole-2-carboxylate C(C)(C)(C)OC(=O)N[C@H](C)C1=CC(=NC2=CC=CC=C12)C=1C=C(N(C1)C)C(=O)OC